ethyl 2-methylthio-4-chloropyrimidine-5-carboxylate CSC1=NC=C(C(=N1)Cl)C(=O)OCC